CC1=C(C=CC=C1OCCCN(C)CC(CO)O)C1=C(C(=CC=C1)OCCCN(C)CC(CO)O)C 3,3'-((((2,2'-dimethyl-[1,1'-biphenyl]-3,3'-diyl)bis(oxy))bis(propane-3,1-diyl))bis(methylazanediyl))bis(propane-1,2-diol)